(1s,4s)-4-((4-(4'-chloro-5'-oxo-5'H-spiro[cyclohexane-1,7'-indolo[1,2-a]quinazolin]-10'-yl)piperidin-1-yl)methyl)cyclohexane-1-carbaldehyde ClC=1C=2C(N=C3N(C2C=CC1)C1=CC(=CC=C1C31CCCCC1)C1CCN(CC1)CC1CCC(CC1)C=O)=O